2'-(3-benzyl-phenyl)-4-(3-chloroanilino)-2',3'-dihydrospiro[cyclohexane-1,1'-indene]-4-carboxylic acid C(C1=CC=CC=C1)C=1C=C(C=CC1)C1C2(C3=CC=CC=C3C1)CCC(CC2)(C(=O)O)NC2=CC(=CC=C2)Cl